tert-butyl 3-(4-(2-(trifluoromethyl)phenyl)piperidine-1-carbonyl)-1,4,6,7-tetrahydro-5H-pyrazolo[4,3-c]pyridine-5-carboxylate FC(C1=C(C=CC=C1)C1CCN(CC1)C(=O)C1=NNC2=C1CN(CC2)C(=O)OC(C)(C)C)(F)F